2,5-Dimethoxy-4-([4-nitrophenyl]azo)benzenediazonium chloride [Cl-].COC1=C(C=C(C(=C1)N=NC1=CC=C(C=C1)[N+](=O)[O-])OC)[N+]#N